ClC=1C=CC(=NC1)C1CN(C1)[C@@H]1[C@@H](CCCC1)OC=1C=C2CN(C(C2=CC1)=O)C1C(NC(CC1)=O)=O 3-(5-(((1R,2S)-2-(3-(5-chloro-pyridin-2-yl)azetidin-1-yl)-cyclohexyl)oxy)-1-oxoisoindolin-2-yl)piperidine-2,6-dione